ClC1=CC=C(C=C1)[C@H](CC(=O)OC)NC(=O)C=1NC2=C(C=CC=C2C1)C methyl (S)-3-(4-chlorophenyl)-3-(7-methyl-1H-indole-2-carboxamido)propanoate